C(C)(=O)[O-].C(CCCCC)OC=1C(=NSN1)C1=CCC[N+](C1)(COC(CCCCCCC)=O)C 5-(4-(hexyloxy)-1,2,5-thiadiazol-3-yl)-1-methyl-1-((octanoyloxy)methyl)-1,2,3,6-tetrahydropyridin-1-ium acetate